ClC1=CC(=C(COC2=CC=CC(=N2)C2=CC(=C(CC3=NC4=C(N3[C@@H]3COCC3(C)C)C=C(C=C4F)C(=O)O)C=C2F)F)C=C1)F (S)-2-(4-(6-((4-chloro-2-fluorobenzyl)oxy)pyridin-2-yl)-2,5-difluorobenzyl)-1-(4,4-dimethyltetrahydrofuran-3-yl)-4-fluoro-1H-benzo[d]imidazole-6-carboxylic acid